n-methyl-4-[1-(pyridin-3-ylmethyl)benzoimidazol-2-yl]-1,2,5-thiadiazol-3-amine CNC1=NSN=C1C1=NC2=C(N1CC=1C=NC=CC1)C=CC=C2